FC=1C(=CC(=NC1)C)C1=CC=NN1 5-(5-Fluoro-2-methylpyridin-4-yl)-1H-pyrazole